OCCOC1=NN2C(C=CC=C2)=C1N 2-beta-hydroxyethoxy-3-aminopyrazolo[1,5-a]pyridine